ClC1=NC=CC(=N1)C1=CC(=C(CNC(=O)N2CC(C2)OC(C)C)C=C1)C N-(4-(2-chloropyrimidin-4-yl)-2-methylbenzyl)-3-isopropoxylazetidine-1-carboxamide